(S)-methyl 3-(4-(4-(benzyloxy)naphthalen-1-yl)phenyl)-3-((tert-butoxycarbonyl)amino)propanoate C(C1=CC=CC=C1)OC1=CC=C(C2=CC=CC=C12)C1=CC=C(C=C1)[C@H](CC(=O)OC)NC(=O)OC(C)(C)C